C(=C)NC(NC=C)=O divinylurea